BrC1=NN=CN1COCC[Si](C)(C)C 3-bromo-4-((2-(trimethylsilyl)ethoxy)methyl)-4H-1,2,4-triazole